6-(pyrrol-1-yl)-3,4-dihydro-isoquinoline N1(C=CC=C1)C=1C=C2CCN=CC2=CC1